4-(4-fluoro-1-imidazo[1,2-a]pyrazin-8-yl-piperidine-4-carbonyl)-3,5-dihydro-2H-pyrido[3,4-f][1,4]oxazepine-9-carbonitrile FC1(CCN(CC1)C=1C=2N(C=CN1)C=CN2)C(=O)N2CCOC1=C(C2)C=NC=C1C#N